O1N=CC2=C1C=CC(=C2)CN(CCC2=CC=C(C=C2)NC(=O)C2=C(C=C(C(=C2)OC)OC)NC(=O)C=2OC1=CC=CC=C1C(C2)=O)CC N-(2-((4-(2-((Benzo[d]isoxazol-5-ylmethyl)(ethyl)amino)ethyl)phenyl)carbamoyl)-4,5-dimethoxyphenyl)-4-oxo-4H-chromene-2-carboxamide